FC(C(=O)O)(F)F.O=C1NC(CC[C@H]1NC1=CC=C(C=C1)C1CCN(CC1)CC(=O)O)=O 2-[4-[4-[[(3R)-2,6-dioxo-3-piperidyl]amino]phenyl]-1-piperidyl]acetic acid, trifluoroacetic acid salt